2-(1-methyl-2-oxo-2,3-dihydro-1H-pyrido[2,3-b][1,4]thiazin-3-yl)-N-(2-(trifluoromethyl)benzyl)acetamide CN1C2=C(SC(C1=O)CC(=O)NCC1=C(C=CC=C1)C(F)(F)F)N=CC=C2